BrC=1C=C2C(=NN(C(C2=CC1)=O)C(C(=O)NC1=NC=NC=C1F)C)C(C)C 2-(6-bromo-4-isopropyl-1-oxophthalazin-2(1H)-yl)-N-(5-fluoropyrimidin-4-yl)propanamide